ClC=1C=C(C=CC1)C=1N=NN(C1)S(=O)(=O)C1=CC=C(C#N)C=C1 4-((4-(3-Chlorophenyl)-1H-1,2,3-triazol-1-yl)sulfonyl)benzonitrile